[N+](#[C-])/C=C/C1=CN(C2=CC=CC=C12)C(C)C E-3-(2-Isocyanovinyl)-1-isopropyl-indole